OB1OCC2=C1C=CC(=C2)C2(C(NC1=C(C=CC=C21)C(F)(F)F)=O)C2=CC=C(C=C2)OC(F)(F)F 3-(1-hydroxy-1,3-dihydrobenzo[c][1,2]oxaborol-5-yl)-3-(4-(trifluorometh-oxy)phenyl)-7-(trifluoromethyl)indolin-2-one